C(C)C1=C(C(=NO1)C)C=1C=C(C(=O)OC)C=C(C1)F methyl 3-(5-ethyl-3-methylisoxazol-4-yl)-5-fluorobenzoate